(1-methylpyrazol-4-yl)methanol CN1N=CC(=C1)CO